N[C@@H](C)C(=O)N alanin amide